N1N=NN=C1C1=C(C=CC=C1)C1=CC2=C(OCC=C[C@@H]2C2=CC=CC=C2)C(=C1)N |r| (+/-)-7-(2-(1H-tetrazol-5-yl)phenyl)-5-phenyl-2,5-dihydrobenzo[b]oxepin-9-amine